[Cl-].C1(CCCCC1)OCCCCCCC1=CC=C(C=C1)NC(=O)N1CC[NH2+]CC1 4-((4-(6-(cyclohexyloxy)hexyl)phenyl)carbamoyl)piperazin-1-ium chloride